N1C=CC2=CC(=CC=C12)C1=CC=C(C=C1)NNC(=O)N=N (4-(1H-indol-5-yl)phenyl)carbazone